(1R,4r)-4-((R)-1-(((R)-4-(((R)-2-(azepan-1-yl)-1-(1-ethyl-1H-pyrazol-4-yl)ethyl)amino)-6-phenyl-5,6,7,8-tetrahydroquinazolin-2-yl)amino)propyl)cyclohexane-1-carboxylic acid N1(CCCCCC1)C[C@@H](C=1C=NN(C1)CC)NC1=NC(=NC=2CC[C@H](CC12)C1=CC=CC=C1)N[C@H](CC)C1CCC(CC1)C(=O)O